C(C)(C)(C)OC(=O)N([C@H](C(=O)OC)CC1=C(C=CC(=C1)Cl)N1CCOCC1)C methyl (2S)-2-[(tert-butoxycarbonyl)(methyl)amino]-3-[5-chloro-2-(morpholin-4-yl)phenyl]propanoate